CC=1C=CC(=NC1)NC(C(=O)N[C@H](C(=O)N[C@@H](CCC(=O)O)C(COC1=C(C(=CC(=C1F)F)F)F)=O)C)=O (S)-4-((S)-2-(2-((5-methylpyridin-2-yl)amino)-2-oxoacetamido)propanamido)-5-oxo-6-(2,3,5,6-tetrafluorophenoxy)hexanoic acid